[SiH2]=[Hf](C1C(=CC2=C(C=CC(=C12)CC)CC)C)C1C(=CC2=C(C=CC(=C12)CC)CC)C silylene-bis(2-methyl-4,7-diethylinden-1-yl)hafnium